4-[(3-chloro-4-fluoro-phenyl)amino]-6-(cis-4-{N-[(piperidin-1-yl)carbonyl]-N-methyl-amino}-cyclohex-1-yloxy)-7-methoxy-quinazoline ClC=1C=C(C=CC1F)NC1=NC=NC2=CC(=C(C=C12)O[C@@H]1CC[C@@H](CC1)N(C)C(=O)N1CCCCC1)OC